N-methyl-N-(2-cyano-4-chlorophenyl)-methacrylamide CN(C(C(=C)C)=O)C1=C(C=C(C=C1)Cl)C#N